ClC=1C(=C(C=CC1[C@H](C)[C@H](C(=O)N1CCN(CC1)C)NC(CC)=O)NC([C@H](C1CCCCCC1)NC(=O)C1=CC=NN1CC)=O)F N-((S)-2-((3-chloro-2-fluoro-4-((2S,3R)-4-(4-methylpiperazin-1-yl)-4-oxo-3-propionamidobutan-2-yl)phenyl)amino)-1-cycloheptyl-2-oxoethyl)-1-ethyl-1H-pyrazole-5-carboxamide